Cl.Cl.FC1=CC=C2C(=CNC2=C1)C(=O)C=1SC=C(N1)[C@H](CC)OC(CCCN1CCN(CC1)C)=O.C(C)NCCC1=C(C(=O)N)C=CC=C1 (2-(ethylamino)ethyl)benzamide (S)-1-(2-(6-fluoro-1H-indole-3-carbonyl)thiazol-4-yl)propyl-4-(4-methylpiperazin-1-yl)butanoate dihydrochloride